2,6-dihydroxy-4-oxohexanoyl-CoA OC(C(=O)SCCNC(CCNC([C@@H](C(COP(OP(OC[C@@H]1[C@H]([C@H]([C@@H](O1)N1C=NC=2C(N)=NC=NC12)O)OP(=O)(O)O)(=O)O)(=O)O)(C)C)O)=O)=O)CC(CCO)=O